1-[4-(2,3-Dimethylphenyl)piperazin-1-yl]-2-{(3bR,4aR)-3-[(2R,4R)-4-hydroxy-2-methylpiperidin-1-carbonyl]-3b,4,4a,5-tetrahydro-1H-cyclopropa[3,4]cyclopenta[1,2-c]pyrazol-1-yl}ethan-1-on CC1=C(C=CC=C1C)N1CCN(CC1)C(CN1N=C(C2=C1C[C@@H]1[C@H]2C1)C(=O)N1[C@@H](C[C@@H](CC1)O)C)=O